COC1=C(C(=O)NS(=O)(=O)C2=CC=C(C=C2)NC(=O)NC)C=CC=C1 N-(2-methoxybenzoyl)-4-[(methyl-aminocarbonyl)amino]benzenesulfonamide